4-(dimethylamino)-2-ethylquinolin-7-ol CN(C1=CC(=NC2=CC(=CC=C12)O)CC)C